C(C1=CC=CC=C1)C(CCCC(=O)N1C=C(C2=CC(=CC=C12)Br)/C(=C/C1=C(C=CC(=C1)C#N)OC)/C#N)(P([O-])([O-])=O)CC1=CC=CC=C1 (Z)-dibenzyl-5-(5-bromo-3-(1-cyano-2-(5-cyano-2-methoxyphenyl)vinyl)-1H-indol-1-yl)-5-oxopentylphosphonate